dimethyl-(6-((2-((5-(1-methyl-1H-pyrazol-4-yl)-4-(4-methyl-piperazin-1-yl)-2,3-dihydrobenzo-furan-7-yl)amino)-7H-pyrrolo[2,3-d]pyrimidin-4-yl)amino)quinoxalin-5-yl)phosphine oxide CP(C1=C2N=CC=NC2=CC=C1NC=1C2=C(N=C(N1)NC1=CC(=C(C=3CCOC31)N3CCN(CC3)C)C=3C=NN(C3)C)NC=C2)(C)=O